Pyrazolon C1=CN=NC1=O